(S)-3,5-dichloro-4-(2-(3-(cyclopropylmethoxy)-4-(difluoromethoxy)phenyl)-2-(4-methoxy-3-(2-morpholinoethanesulfonylamino)-benzoyloxy)ethyl)pyridine 1-oxide ClC=1C=[N+](C=C(C1C[C@H](OC(C1=CC(=C(C=C1)OC)NS(=O)(=O)CCN1CCOCC1)=O)C1=CC(=C(C=C1)OC(F)F)OCC1CC1)Cl)[O-]